(R)-7-(5,7-difluoronaphthalen-1-yl)-8-fluoro-2-((hexahydro-1H-pyrrolizin-7a-yl)methoxy)-N-methyl-N-(pyrrolidin-3-yl)pyrido[4,3-d]pyrimidin-4-amine FC1=C2C=CC=C(C2=CC(=C1)F)C1=C(C=2N=C(N=C(C2C=N1)N([C@H]1CNCC1)C)OCC12CCCN2CCC1)F